CC1(NCC2=CC(=CC=C12)NC=1N=CC2=C(N1)CN(CC2)C2=C(C1=C(OCCN1)N=C2)C)C 1,1-dimethyl-N-(7-{8-methyl-1H,2H,3H-pyrido[2,3-b][1,4]oxazin-7-yl}-5H,6H,7H,8H-pyrido[3,4-d]pyrimidin-2-yl)-2,3-dihydro-1H-isoindol-5-amine